CC(=O)C1=C(C=C(C=C1O)O)O The molecule is a benzenetriol that is acetophenone in which the hydrogens at positions 2, 4, and 6 on the phenyl group are replaced by hydroxy groups. It is used as a matrix in matrix-assisted laser desorption/ionization (MALDI) mass spectrometry for the analysis of acidic glycans and glycopeptides. It has a role as a MALDI matrix material and a plant metabolite. It is a methyl ketone, a benzenetriol and an aromatic ketone.